OC1(COC1)C1=CC=C(C=C1)C(=O)N1C(CC(CC1)OC1=CC=C(C=C1)C(F)(F)F)C (4-(3-hydroxyoxetan-3-yl)phenyl)(2-methyl-4-(4-(trifluoromethyl)phenoxy)piperidin-1-yl)methanone